2-(trichloromethyl)-5-(trifluoromethoxy)-1H-benzimidazole ClC(C1=NC2=C(N1)C=CC(=C2)OC(F)(F)F)(Cl)Cl